C(C1=CC=CC=C1)(C1=CC=CC=C1)(C1=CC=CC=C1)SC=1C=C(C(=O)O)C=C(C1)SC(C1=CC=CC=C1)(C1=CC=CC=C1)C1=CC=CC=C1 3,5-bis(tritylthio)benzoic acid